BrC1(NC(=NC=C1)C1=CC=CC=C1)C1=CC=CC=C1 4-bromo-2,4-diphenylpyrimidine